NC=1CN1 3-amino-2H-azirine